O=S1(C[C@H](CC1)C=1N=CN(C1)C1=C(C=C(C=N1)NC(CC1=C(C(=CC=C1)C(F)(F)F)F)=O)F)=O |o1:3| (R or S)-N-(6-(4-(1,1-dioxidotetrahydrothiophen-3-yl)-1H-imidazol-1-yl)-5-fluoropyridin-3-yl)-2-(2-fluoro-3-(trifluoromethyl)phenyl)acetamide